2-(2-allyl-6-benzyloxy-phenyl)-5-[6-[(2S)-2-allylpyrrolidin-1-yl]-3-nitro-5-(trifluoromethyl)-2-pyridinyl]-1,3,4-oxadiazole C(C=C)C1=C(C(=CC=C1)OCC1=CC=CC=C1)C=1OC(=NN1)C1=NC(=C(C=C1[N+](=O)[O-])C(F)(F)F)N1[C@@H](CCC1)CC=C